NC1=NC=2C(=CC=CC2C=2N1C=C(N2)C(=O)N2CCC1(COC1)CC2)OC (5-amino-7-methoxyimidazo[1,2-c]quinazolin-2-yl)(2-oxa-7-azaspiro[3.5]nonan-7-yl)methanone